CC1=C(C(=CC(=C1)C(C(F)(F)F)(C(F)(F)F)F)C)N(C(=O)C=1C=C(C=CC1)NC(C1=CC=CC=C1)=O)C N-(3-((2,6-dimethyl-4-(perfluoropropan-2-yl)phenyl)(methyl)carbamoyl)phenyl)benzamide